(2R,5S)-tert-butyl 5-(4-chlorobenzyl)-2-((2,2-dimethylcyclopropyl)carbamoyl)-morpholine-4-carboxylate ClC1=CC=C(C[C@H]2CO[C@H](CN2C(=O)OC(C)(C)C)C(NC2C(C2)(C)C)=O)C=C1